[B-](F)(F)(F)F.C1=CC=C2C(=C1)C3C=CC=CC3[S+]2C(F)(F)F S-(trifluoromethyl)dibenzothiophenium tetrafluoroborate